4-cyclopentyl-4-aza-pentacyclo[9.2.1.11,7.02,6.08,13]-10-pentadecene-3,5-dione C1(CCCC1)N1C(C2C34C5CC(=CCC5C(C2C1=O)C4)C3)=O